C(C)(C)(C)OC(=O)C(C)CCCC=CCC Non-6-ene-2-carboxylic acid tert-butyl ester